[7-[2,4-difluoro-6-(2-hydroxyethoxy) phenyl]-6-[(4R)-4-methyl-4,5,6,7-tetrahydropyrazolo[1,5-a]pyrazin-2-yl] thieno[3,2-c]pyridin-4-yl] trifluoromethanesulfonate FC(S(=O)(=O)OC1=NC(=C(C2=C1C=CS2)C2=C(C=C(C=C2OCCO)F)F)C2=NN1C([C@H](NCC1)C)=C2)(F)F